Stearyl-Aminopropanediol C(CCCCCCCCCCCCCCCCC)C(C(O)(O)N)C